C(C1=CC=CC=C1)(=O)O\N=C(\C(=O)C1=CC=C(C=C1)SC1=CC=CC=C1)/CCCCCC (2E)-2-(benzoyloxyimino)-1-[4-(phenylthio)phenyl]octan-1-one